2-methyl-N-(2-(thiazol-2-yl)-4-(trifluoromethyl)phenyl)propanamide CC(C(=O)NC1=C(C=C(C=C1)C(F)(F)F)C=1SC=CN1)C